hexylpyran C(CCCCC)C1OC=CC=C1